N-[(9R,10E,13S)-3-methyl-8-oxo-9-(propan-2-yl)-3,4,7,15-tetraazatricyclo[12.3.1.02,6]Octadeca-1(18),2(6),4,10,14,16-hexaen-13-yl]Carbamic acid tert-butyl ester C(C)(C)(C)OC(N[C@H]1C/C=C/[C@H](C(NC=2C=NN(C2C=2C=CN=C1C2)C)=O)C(C)C)=O